(S)-(2-(Benzyloxy)-4-(difluoromethyl)-6-hydroxyphenyl)(6-(2-(dimethylamino)ethoxy)-8-((tetrahydrofuran-3-yl)amino)-3,4-dihydroisoquinolin-2(1H)-yl)methanone C(C1=CC=CC=C1)OC1=C(C(=CC(=C1)C(F)F)O)C(=O)N1CC2=C(C=C(C=C2CC1)OCCN(C)C)N[C@@H]1COCC1